COC([C@H](CC1=CC(=C(C=C1)O)C1CCCC1)NC(=O)OC(C)(C)C)=O (S)-2-((tert-Butoxycarbonyl)amino)-3-(3-cyclopentyl-4-hydroxyphenyl)-propionic acid methyl ester